5-(4-fluoro-1-(2-fluoroethyl)-2-methyl-1H-benzo[d]imidazol-6-yl)-N-((3R,4S)-3-fluoro-1-(oxetan-3-yl)piperidin-4-yl)-4-methoxypyrrolo[2,1-f][1,2,4]triazin-2-amine FC1=CC(=CC=2N(C(=NC21)C)CCF)C=2C=CN1N=C(N=C(C12)OC)N[C@@H]1[C@@H](CN(CC1)C1COC1)F